C1(=CC=CC=C1)[B-](C1=CC=CC=C1)(C1=CC=CC=C1)C1=CC=CC=C1.C1(CCCCC1)C1=CC=C(C=C1)[I+]C1=CC=CC=C1 4-cyclohexylphenyl-phenyliodonium tetraphenylborate